COC(=O)C1CC2(C1)CC(C2)C2=C(N(C1=CC=C(C=C21)OCC2=CC=CC=C2)C2=CC(=C(C=C2)F)C)C(C)C 6-[5-benzyloxy-1-(4-fluoro-3-methyl-phenyl)-2-isopropyl-indol-3-yl]Spiro[3.3]Heptane-2-carboxylic acid methyl ester